6-chloro-2-(4,4-difluoroazepan-1-yl)-N-(3-methylsulfonyl-phenyl)pyridine-3-carboxamide ClC1=CC=C(C(=N1)N1CCC(CCC1)(F)F)C(=O)NC1=CC(=CC=C1)S(=O)(=O)C